Allyl N6-(tert-butoxycarbonyl)-N2-(4-(4-iodophenyl)butanoyl)-L-lysinate C(C)(C)(C)OC(=O)NCCCC[C@H](NC(CCCC1=CC=C(C=C1)I)=O)C(=O)OCC=C